methyl 2-((tert-butoxycarbonyl) amino)-7-((2'-chloro-[1,1'-biphenyl]-2-yl) oxy)-1,2,3,4-tetrahydronaphthalene-2-carboxylate C(C)(C)(C)OC(=O)NC1(CC2=CC(=CC=C2CC1)OC1=C(C=CC=C1)C1=C(C=CC=C1)Cl)C(=O)OC